Cl.N[C@@H](C(=O)O)CC (R)-2-aminobutyrate hydrochloride